C(#N)C=1N=C(OC1N(P(OCC)(OCC)=O)C)C1=C(C(=CC(=C1)Cl)Cl)Cl Diethyl (4-cyano-2-(2,3,5-trichlorophenyl) oxazol-5-yl)(methyl)phosphoramidate